methyl 2-[(6-chloro-3-tetrahydropyran-4-yl-4-quinolyl)amino]-5-methyl-benzoate ClC=1C=C2C(=C(C=NC2=CC1)C1CCOCC1)NC1=C(C(=O)OC)C=C(C=C1)C